1-(2-chlorophenyl)-7-cyclopropyl-4-(isopropylamino)-5-methoxy-quinazolin-2(1H)-one ClC1=C(C=CC=C1)N1C(N=C(C2=C(C=C(C=C12)C1CC1)OC)NC(C)C)=O